P(=O)(OC(C)(C)C)(OC(C)(C)C)O[C@H]1CN([C@@H](C1)C(N[C@@H](C)C1=CC=C(C=C1)C1=C(N=CS1)C)=O)C([C@H](C(C)C)C1=CC(=NO1)OCC(OCC)OCC)=O Di-tert-butyl ((3R,5S)-1-((R)-2-(3-(2,2-diethoxyethoxy)isoxazol-5-yl)-3-methylbutanoyl)-5-(((S)-1-(4-(4-methylthiazol-5-yl)phenyl)ethyl)carbamoyl)pyrrolidin-3-yl) phosphate